[Na].C(CCCCCCCCCCCCCCCCC)(=O)N(CCOP(OC[C@@H](CO)O)(=O)O)C(CCCCCCCCCCCCCCCCC)=O distearoyl-sn-glycero-3-phosphoethanolamine sodium salt